(S)-1-(6-bromo-2-methyl-3,4-dihydroquinolin-1(2H)-yl)ethan-1-one BrC=1C=C2CC[C@@H](N(C2=CC1)C(C)=O)C